FC1=CC(=C(C=C1)O)[C@@H](C)NC=1C=CC=2N(N1)C(=CN2)C2=NC=CC(=C2)CCO (R)-4-fluoro-2-(1-((3-(4-(2-hydroxyethyl)pyridin-2-yl)imidazo[1,2-b]pyridazin-6-yl)amino)ethyl)phenol